19,22-Dihydroxyhexacosanoic acid OC(CCCCCCCCCCCCCCCCCC(=O)O)CCC(CCCC)O